2-(4-(pyridin-4-ylmethyl)-1H-imidazol-2-yl)propan-2-ol N1=CC=C(C=C1)CC=1N=C(NC1)C(C)(C)O